6-(3-isopropyl-5-(1-((1-methyl-1H-1,2,4-triazol-3-yl)methyl)piperidin-4-yl)-1H-indol-2-yl)-5,8-dimethyl-[1,2,4]triazolo[4,3-a]pyridine C(C)(C)C1=C(NC2=CC=C(C=C12)C1CCN(CC1)CC1=NN(C=N1)C)C=1C=C(C=2N(C1C)C=NN2)C